FC1=C(C(=CC(=C1)C1=NO[C@H](C1)CN1N=NC(=C1)CO)F)C1(CCS(CC1)(=O)=O)F 4-{2,6-Difluoro-4-[(5R)-5-{[4-(hydroxymethyl)-1H-1,2,3-triazol-1-yl]methyl}-4,5-dihydro-1,2-oxazol-3-yl]phenyl}-4-fluoro-1λ6-thiane-1,1-dione